3-cyclopropyl-N-methyl-3-((6-(1-methyl-1H-pyrazol-4-yl)pyrazolo[1,5-a]pyrazin-4-yl)oxy)cyclobutan-1-amine C1(CC1)C1(CC(C1)NC)OC=1C=2N(C=C(N1)C=1C=NN(C1)C)N=CC2